COC1=C(C=2C(C(=C(OC2C=C1O)C1=CC=C(O)C=C1)O)=O)O 6-methoxykaempferol